(R)-6-ethyl-5-(8-methoxy-[1,2,4]triazolo[1,5-a]pyridin-6-yl)-1-(1-methylpiperidin-3-yl)-1,3-dihydro-2H-benzo[d]imidazol-2-one C(C)C=1C(=CC2=C(N(C(N2)=O)[C@H]2CN(CCC2)C)C1)C=1C=C(C=2N(C1)N=CN2)OC